(E)-3-(3-methoxyphenyl)acrolein COC=1C=C(C=CC1)/C=C/C=O